1,7-dihydroxy-3,6-dimethoxy-2,8-diprenylxanthone OC1=C(C(=CC=2OC3=CC(=C(C(=C3C(C12)=O)CC=C(C)C)O)OC)OC)CC=C(C)C